FC(C(=O)O)(F)F.NC1CC(C1)NC=1C=C(C(N(N1)C)=O)C(F)(F)F 6-(((1S,3S)-3-aminocyclobutyl)amino)-2-methyl-4-(trifluoromethyl)pyridazin-3(2H)-one trifluoroacetate